N-(5-(4-(1-methyl-3-(1-methyl-2-oxo-5-(trifluoromethyl)-1,2-dihydropyridin-3-yl)ureido)piperidin-1-yl)pyrazin-2-yl)cyclopropanecarboxamide CN(C(=O)NC=1C(N(C=C(C1)C(F)(F)F)C)=O)C1CCN(CC1)C=1N=CC(=NC1)NC(=O)C1CC1